CN1N=NC2=C1C=C(C=C2)C2=CNC=1N=C(N=CC12)NCC=1C=NC(=CC1)N1CCN(CC1)C 5-(1-methyl-1H-benzo[d][1,2,3]triazol-6-yl)-N-((6-(4-methylpiperazin-1-yl)pyridin-3-yl)methyl)-7H-pyrrolo[2,3-d]pyrimidin-2-amine